2-(4-(2-(2,6-dioxopiperidin-3-yl)-6-fluoro-1,3-dioxoisoindolin-5-yl)piperazin-1-yl)acetic acid O=C1NC(CCC1N1C(C2=CC(=C(C=C2C1=O)N1CCN(CC1)CC(=O)O)F)=O)=O